1-[2-(1H-pyrazol-1-yl)acetyl]pyrrolidine-2-carboxamide N1(N=CC=C1)CC(=O)N1C(CCC1)C(=O)N